N1(CCC1)C=1C=CC=2C(N(C(C3=CC=CC1C23)=O)CCCN(CCCN)CCCN)=O 6-(azetidin-1-yl)-2-(3-(bis(3-aminopropyl)amino)propyl)-1H-benzo[de]isoquinoline-1,3(2H)-dione